ClC=1C=CC=C2C(=NNC12)N 7-Chloro-1H-indazol-3-amine